O=C1NC(CCC1N1C(C2=CC(=C(C=C2C1=O)CN1CCN(CC1)CC1=CC=C(C(=O)NC2=CC(=C(C=C2)C)NC2=NC=CC(=N2)C=2C=NC=CC2)C=C1)F)=O)=O 4-((4-((2-(2,6-dioxopiperidin-3-yl)-6-fluoro-1,3-dioxoisoindolin-5-yl)methyl)piperazin-1-yl)methyl)-N-(4-methyl-3-((4-(pyridin-3-yl)pyrimidin-2-yl)amino)phenyl)benzamide